2-{[(tert-butyldiphenylsilyl)oxy]methyl}-7-nitro-2,4-dihydro-1,4-benzoxazin-3-one [Si](C1=CC=CC=C1)(C1=CC=CC=C1)(C(C)(C)C)OCC1OC2=C(NC1=O)C=CC(=C2)[N+](=O)[O-]